C(#N)N1C[C@@H](C[C@H]1CS(=O)(=O)C)NC(=O)C=1OC(=CN1)C1=CC(=CC=C1)C(F)(F)F N-((3R,5S)-1-cyano-5-((methylsulfonyl)methyl)pyrrolidin-3-yl)-5-(3-(trifluoromethyl)phenyl)oxazole-2-carboxamide